COC(CCCCCCCC\C=C/CCCC)=O.FC(C=1C=NN(C1)CC1CC2(CN(C2)C(=O)N2CC3(C2)NC(COC3)=O)C1)(F)F 2-[6-[[4-(trifluoromethyl)pyrazol-1-yl]methyl]-2-azaspiro[3.3]heptane-2-carbonyl]-8-oxa-2,5-diazaspiro[3.5]nonan-6-one Methyl-cis-10-pentadecenoate